2-amino-5-chloro-N,3-dimethylbenzeneFormamide NC1=C(C=C(C=C1C)Cl)C(=O)NC